1-carboxy-3-methoxycarbonyl-2,3,4,9-tetrahydroβ-carboline C(=O)(O)C1NC(CC=2C3=CC=CC=C3NC12)C(=O)OC